4-(6-(difluoromethyl)pyridin-3-yl)-3-(2-trityl-2H-tetrazol-5-yl)aniline FC(C1=CC=C(C=N1)C1=C(C=C(N)C=C1)C=1N=NN(N1)C(C1=CC=CC=C1)(C1=CC=CC=C1)C1=CC=CC=C1)F